ethyl (2,6-diisocyanato)hexanoate N(=C=O)C(C(=O)OCC)CCCCN=C=O